ClC=1C(=NC=CC1C1=NC(=C(C=C1)CN(C(OC(C)(C)C)=O)C[C@H]1NC(CC1)=O)OC)C1=C(C(=CC=C1)NC1=C(C(=CC(=C1)F)C=O)F)Cl tert-Butyl (S)-((3'-chloro-2'-(2-chloro-3-((2,5-difluoro-3-formylphenyl)amino)phenyl)-6-methoxy-[2,4'-bipyridin]-5-yl)methyl)((5-oxopyrrolidin-2-yl)methyl)carbamate